C(CC(O)(C(=O)O)CC(=O)[O-])(=O)[O-].C(CCC)[N+](CCCC)(CCCC)CCCC.C(CCC)[N+](CCCC)(CCCC)CCCC bis-tetrabutylammonium citrate